C(C)(C)(C)OC(=O)N1CC(CC1)=C(F)F 3-(Difluoromethylene)pyrrolidine-1-carboxylic acid tert-butyl ester